ClC=1C(=CC(=C(NC=2C3=C(N=CN2)C=CC(=N3)O[C@@H]3CN(CC3)C(C=C)=O)C1)F)OC1CCC1 1-[(3S)-3-[4-[5-Chloro-4-(cyclobutoxy)-2-fluoro-anilino]pyrido[3,2-d]pyrimidin-6-yl]oxypyrrolidin-1-yl]prop-2-en-1-one